1,4,7,10-tetraazacyclodecane-1,4,7,10-tetraacetic acid N1(CCN(CCN(CCN1CC(=O)O)CC(=O)O)CC(=O)O)CC(=O)O